CN1COC2=C1C=C(C=C2)NC2=CC=C(C=C2)N2CCC(CC2)C(F)(F)F 3-methyl-5-((4-(4-(trifluoromethyl)piperidin-1-yl)phenyl)amino)benzo[d]oxazol